C(C)N(CC)CC.OCC(CCO)S(=O)(=O)O 1,4-dihydroxybutane-2-sulfonic acid triethylamine salt